N-(1-(Tert-butyl)-5-fluoro-1H-pyrazol-4-yl)-5-methyl-4-(8-morpholinoimidazo[1,2-a]pyridin-6-yl)picolinamide C(C)(C)(C)N1N=CC(=C1F)NC(C1=NC=C(C(=C1)C=1C=C(C=2N(C1)C=CN2)N2CCOCC2)C)=O